1-((4-(2-oxa-6-azaspiro[3.3]heptan-6-yl)pyrimidin-2-yl)methyl)-4-(1-(4-(trifluoromethyl)phenyl)-1H-indazol-3-yl)pyridin-2(1H)-one C1OCC12CN(C2)C2=NC(=NC=C2)CN2C(C=C(C=C2)C2=NN(C1=CC=CC=C21)C2=CC=C(C=C2)C(F)(F)F)=O